FC1(CC1)C1=NNC(=N1)C1CC2(CN(C2)C(=O)N2CC3(C2)CC(C3)CC3=NC=C(C=C3)C(F)(F)F)C1 [6-[3-(1-fluorocyclopropyl)-1H-1,2,4-triazol-5-yl]-2-azaspiro[3.3]heptan-2-yl]-[6-[[5-(trifluoromethyl)-2-pyridyl]methyl]-2-azaspiro[3.3]heptan-2-yl]methanone